C(#N)C=1C=C(C=CC1F)C1=CC=C(C=C1)C(=O)N1[C@@H](CC[C@@H]1C1=C(C=CC=C1)F)C(=O)O (2S,5R)-1-(3'-cyano-4'-fluoro-[1,1'-biphenyl]-4-carbonyl)-5-(2-fluorophenyl)pyrrolidine-2-carboxylic acid